ClC1=CC(=C(C=N1)C1=NC=C(C=C1F)CN1CC2(CC2(F)F)C1)N[C@H](CCO)C (S)-3-((6'-Chloro-5-((1,1-difluoro-5-azaspiro[2.3]hexan-5-yl)methyl)-3-fluoro-[2,3'-bipyridin]-4'-yl)amino)butan-1-ol